(S)-tert-butyl 2-((2-((4-ethyl-4-hydroxy-3,8-dicarbonyl-4,8-dihydro-1H-pyrano[3,4-c]pyridin-7(3H)-yl)methyl)-6-fluoro-3-iodo-1-methyl-4-carbonyl-1,4-dihydroquinolin-8-yl)oxy)acetate C(C)[C@]1(C(OCC=2C(N(C=CC21)CC=2N(C1=C(C=C(C=C1C(C2I)=C=O)F)OCC(=O)OC(C)(C)C)C)=C=O)=C=O)O